tert-butyl-hydroquinone-glycolic acid C(C)(C)(C)C1=C(C(O)=CC=C1O)C(C(=O)O)O